(RS)-2-(1,8-Diethyl-4,9-dihydro-3H-pyrano[3,4-b]indol-1-yl)acetic acid C(C)[C@@]1(OCCC2=C1NC1=C(C=CC=C21)CC)CC(=O)O |r|